4-vinyl-1-methyl-pyridinium bromide [Br-].C(=C)C1=CC=[N+](C=C1)C